C(C)(=O)C=1C=C(C=CC1)N(S(=O)(=O)C)CC(=O)NC1=C(C=CC=C1)OC1=CC=CC=C1 2-(N-(3-Acetylphenyl)methylsulfonamido)-N-(2-phenoxyphenyl)acetamid